5-iodo-7-methoxy-2,3-dimethyl-2H-indazole IC1=CC2=C(N(N=C2C(=C1)OC)C)C